2,2-bis({[3-(2-methylaziridin-1-yl)propanoyl]oxy}methyl)butyl 3-[2,2-bis({[3-(2-methylaziridin-1-yl)propanoyl]oxy}methyl)butoxy]propanoate CC1N(C1)CCC(=O)OCC(COCCC(=O)OCC(CC)(COC(CCN1C(C1)C)=O)COC(CCN1C(C1)C)=O)(CC)COC(CCN1C(C1)C)=O